CC1=C(C=CC(=C1)OC(F)(F)F)B(O)O [2-methyl-4-(trifluoromethoxy)phenyl]boronic acid